(1S,5R)-N-methyl-N-[6-(7-pyrazol-1-yl-1H-indazol-4-yl)pyridazin-3-yl]-3-oxa-9-azabicyclo[3.3.1]nonan-7-amine CN(C1C[C@@H]2COC[C@H](C1)N2)C=2N=NC(=CC2)C2=C1C=NNC1=C(C=C2)N2N=CC=C2